(αR)-N,α-dimethyl-1,3-benzodioxole-5-ethanamine, monohydrochloride Cl.CN[C@@H](CC1=CC2=C(OCO2)C=C1)C